2-Chloro-2-(3-chloro-4-cyclohexylphenyl)acetic acid ClC(C(=O)O)C1=CC(=C(C=C1)C1CCCCC1)Cl